(8-amino-2-(2-(1-methyl-1H-pyrazol-4-yl)benzyl)-5-(pyrimidin-4-yl)-[1,2,4]triazolo[1,5-a]pyrazin-6-yl)benzonitrile NC=1C=2N(C(=C(N1)C1=C(C#N)C=CC=C1)C1=NC=NC=C1)N=C(N2)CC2=C(C=CC=C2)C=2C=NN(C2)C